C(C)(CC)C=1C=CC=C2C=CC=NC12 8-sec-butylquinoline